CN1C2=NC=NC(=C2N=C1)NCC1=CC=C(C=C1)S(=O)(=O)N 4-(((9-Methyl-9H-purin-6-yl)amino)methyl)benzenesulfonamide